CN1N=C2C=CC=C(C2=C1)C1=NN(C2=C(C=CC=C12)C)C=1C=CC(=NC1)N1CC2C(C2C1)C(=O)OC Methyl 3-(5-(2',7-dimethyl-1H,2'H-[3,4'-biindazol]-1-yl)pyridin-2-yl)-3-aza-bicyclo[3.1.0]hexane-6-carboxylate